O1C(CCCC1)ONC(=O)[C@@H]1OC2=CC=CC=C2CC1 (2R)-N-((tetrahydro-2H-pyran-2-yl)oxy)chromane-2-carboxamide